tert-Butyl 8-(6-bromo-5-chloro-3-ethylsulfonyl-7,9-dihydrofuro[3,4-f]quinazolin-1-yl)-3,8-diazabicyclo[3.2.1]octane-3-carboxylate BrC=1C2=C(C=3C(=NC(=NC3C1Cl)S(=O)(=O)CC)N1C3CN(CC1CC3)C(=O)OC(C)(C)C)COC2